C(CCC=C)(=O)OC1=CC=C(C=C1)C1=CC=CC=C1 4'-(pent-4-enoyloxy)-(1,1'-biphenyl)